NC1=NC=2C=C(C(=CC2C2=C1COC2)C(=O)N2C(CC[C@@H](C2)C)C=2C=CC1=C(CC3(CCN(CC3)CC(C)(C)O)O1)C2)F (4-amino-7-fluoro-1,3-dihydrofuro[3,4-c]quinolin-8-yl)((5S)-2-(1'-(2-hydroxy-2-methylpropyl)-3H-spiro[benzofuran-2,4'-piperidin]-5-yl)-5-methylpiperidin-1-yl)methanone